8-Methyl-5-isopropyl-6,8-nonadien-2-one CC(C=CC(CCC(C)=O)C(C)C)=C